ClC1=C(C=CC(=C1)C(=O)N1[C@H]([C@@H](N(CC1)C1=CC(=CC=C1)Cl)C)C)[S@](=O)CC(=O)C1=NC=CC=N1 |&1:24| (±)-2-((2-Chloro-4-(4-(3-chlorophenyl)-trans-2,3-dimethylpiperazine-1-carbonyl)phenyl)sulfinyl)-1-(pyrimidin-2-yl)ethan-1-one